methyl 5-{[(tert-butoxy) carbonyl] amino}-2-(3,6-dihydro-2H-pyran-4-yl)-1,3-thiazole-4-carboxylate C(C)(C)(C)OC(=O)NC1=C(N=C(S1)C=1CCOCC1)C(=O)OC